C1(CC1)C1=NNC=N1 3-cyclopropyl-1H-1,2,4-triazol